CN(CCCNCC1=C(C=CC=C1)CN)C N-(3-Dimethylaminopropyl)-1,2-bis(aminomethyl)-benzol